2,4-dihydroxy-6-methylbenzoic acid ethyl ester C(C)OC(C1=C(C=C(C=C1C)O)O)=O